5-oxo-2,8-diazaspiro[3.5]nonane-8-carboxylic acid tert-butyl ester C(C)(C)(C)OC(=O)N1CCC(C2(CNC2)C1)=O